5-(6-aminospiro[3.3]heptan-2-yl)-N2-(tert-butyl)-6-methylpyridine-2,5-diamine NC1CC2(CC(C2)C2(CC=C(N=C2C)NC(C)(C)C)N)C1